N[C@H](C(=O)OCN1CCCCC1)C(C)C piperidin-1-ylmethyl (S)-2-amino-3-methylbutyrate